((1S,4R,6R)-6-((3-fluoro-5-(trifluoromethyl)pyridin-2-yl)oxy)-2-azabicyclo[2.2.2]octan-2-yl)(5-methyl-3-(pyrimidin-2-yl)pyridin-2-yl)methanone FC=1C(=NC=C(C1)C(F)(F)F)O[C@@H]1C[C@@H]2CN([C@H]1CC2)C(=O)C2=NC=C(C=C2C2=NC=CC=N2)C